FC1=C(C(=C(C=C1F)F)F)OC(CCOCCOCCOCCOCCOCCC(=O)OC1=C(C(=CC(=C1F)F)F)F)=O 4,7,10,13,16-pentaoxanonadecanedioic bis(2,3,5,6-tetrafluorophenyl) ester